C(C1=CC=CC=C1)N1CCCCC1 benzylpiperidin